C1([C@H](O)[C@@H](O)[C@H](O)[C@H](O1)CO)N(C1[C@H](O)[C@@H](O)[C@H](O)[C@H](O1)CO)C1[C@H](O)[C@@H](O)[C@H](O)[C@H](O1)CO tri-glucosyl-amine